C(=O)(O)CC=1C=C(OC2=C(C=C(OC=3C=CC=4N(C3)C=NC4)C=C2)C(F)(F)F)C=CC1 6-[4-[3-(Carboxymethyl)phenoxy]-3-(trifluoromethyl)phenoxy]imidazo[1,5-a]pyridin